ClC1=C(C(=CC(=C1)O)F)NC(C1=C(C=C(C(=C1)F)N1N=C(N(C1=O)CC)CO)O[C@H](C(F)(F)F)C)=O N-(2-chloro-6-fluoro-4-hydroxyphenyl)-4-[4-ethyl-3-(hydroxymethyl)-5-oxo-4,5-dihydro-1H-1,2,4-triazol-1-yl]-5-fluoro-2-{[(2S)-1,1,1-trifluoropropan-2-yl]oxy}benzamide